(R)-5-((dimethyl-amino)methyl)-N'-((1,2,3,5,6,7-hexahydro-s-indacen-4-yl)carbamoyl)-pyridine-2-sulfonimidamide CN(C)CC=1C=CC(=NC1)[S@@](=O)(N)=NC(NC1=C2CCCC2=CC=2CCCC12)=O